(6-(Thiophen-2-ylsulfonyl)-6-azaspiro[3.4]octan-7-yl)methanol S1C(=CC=C1)S(=O)(=O)N1CC2(CCC2)CC1CO